4-(4'-dimethylaminophenyl-azo)benzoic acid CN(C1=CC=C(C=C1)N=NC1=CC=C(C(=O)O)C=C1)C